tert-butyldimethyl[[(2E)-3-(4,4,5,5-tetramethyl-1,3,2-dioxaborolan-2-yl)prop-2-en-1-yl]oxy]silane C(C)(C)(C)[Si](OC\C=C\B1OC(C(O1)(C)C)(C)C)(C)C